indeneamine acetate C(C)(=O)O.C1(C=CC2=CC=CC=C12)N